2-(1-naphthyl)ethanesulfonamide C1(=CC=CC2=CC=CC=C12)CCS(=O)(=O)N